[C-]#N.[K+].[Au+3].CC1=CN=C(S1)C=1C=C(C(=O)NC(C)C=2C=NC(=NC2)C(F)(F)F)C=C(C1)S(=O)(=O)N1CCCC1.[C-]#N.[C-]#N.[C-]#N 3-(5-methylthiazol-2-yl)-5-(pyrrolidin-1-ylsulfonyl)-N-(1-(2-(trifluoromethyl)pyrimidin-5-yl)ethyl)benzamide GOLD POTASSIUM CYANIDE